C(CC)O[Si](CCC)(OCCC)OCCC tripropoxy(propyl)silane